O1C(=NN=C1)C=1C=C(CN2CCN(CC2)C(=O)N2N=C(C=C2)C(=O)O)C=CC1C(F)(F)F 1-(4-(3-(1,3,4-oxadiazol-2-yl)-4-(trifluoromethyl)benzyl)piperazine-1-carbonyl)-1H-pyrazole-3-carboxylic acid